3-methoxy-2,3-dihydro-1H-isoindol-1-one-hydrochloride salt Cl.COC1NC(C2=CC=CC=C12)=O